C(C)(C)(C)C1C=2C=C(C(NC2C=2C(=C3CCCN(C3=C(C2)OC(F)F)C)C1)=O)C(=O)O 6-(tert-butyl)-12-(difluoromethoxy)-1-methyl-9-oxo-1,2,3,4,5,6,9,10-octahydroquinolino[7,8-f]quinoline-8-carboxylic acid